1-[2-(dimethylaminomethyl)-6-methoxy-4-prop-2-enylphenoxy]propane-1,3-diol CN(C)CC1=C(OC(CCO)O)C(=CC(=C1)CC=C)OC